C1(CCCCC1)NC(OC1=CC(=CC=C1)C=1C=NC=C(C1)C#N)=O 3-(5-cyanopyridin-3-yl)phenyl cyclohexylcarbamate